C(C(=O)O)(=O)O.CC1=NC(=NO1)C=1N=CC(=NC1)OCCCN1CCN(CC1)C1=NSC2=C1C=CC=C2 3-(4-{3-[5-(5-methyl-[1,2,4]oxadiazol-3-yl)-pyrazin-2-yloxy]-propyl}-piperazin-1-yl)-benzo[d]isothiazole oxalate